OC(C[NH2+]CC(C)O)C di(2-hydroxypropyl)ammonium